6-(4-(trifluoromethoxy)phenyl)imidazo[2,1-b]thiazole FC(OC1=CC=C(C=C1)C=1N=C2SC=CN2C1)(F)F